ethyl (Z)-4-((4-fluoro-3-methylphenyl) amino)-4-oxobut-2-enoate FC1=C(C=C(C=C1)NC(\C=C/C(=O)OCC)=O)C